ClC1=CC(=C(C=C1F)CC=1C=2N(C=C(N1)C1=NC(=C(C(=N1)O)F)O)C(=CN2)C)F 2-{8-[(4-chloro-2,5-difluorophenyl)methyl]-3-methylimidazo[1,2-a]pyrazin-6-yl}-5-fluoropyrimidine-4,6-diol